2-hexacosanoyl-sn-glycero-3-phosphoethanolamine C(CCCCCCCCCCCCCCCCCCCCCCCCC)(=O)O[C@H](CO)COP(=O)(O)OCCN